N1C=NC=C1C=1C(=C(C=NC1)C=1C=C2C=C(N=CC2=C(C1F)N)NC1=NN2CC(NCCC2=C1)=O)C 2-((6-(5-(1H-imidazol-5-yl)-4-methylpyridin-3-yl)-8-amino-7-fluoroisoquinolin-3-yl)amino)-5,6-dihydro-4H-pyrazolo[1,5-d][1,4]diazepin-7(8H)-one